E-perfluoro-2,4-dimethyl-3-heptene FC(C(/C(=C(/C(C(C(F)(F)F)(F)F)(F)F)\C(F)(F)F)/F)(C(F)(F)F)F)(F)F